BrC1=CN=C2C(=NC(=NN21)N2C[C@H](N[C@H](C2)C)C)NCC2=NC1=C(N2)C=CC(=C1F)F |o1:12,14| 7-bromo-N-[(4,5-difluoro-1H-benzimidazol-2-yl)methyl]-2-[rel-(3R,5S)-3,5-dimethylpiperazin-1-yl]imidazo[2,1-f][1,2,4]triazin-4-amine